1-[5-(4-Hydroxyphenyl)-3-(2-hydroxyphenyl)-4,5-dihydropyrazol-1-yl]-ethanone OC1=CC=C(C=C1)C1CC(=NN1C(C)=O)C1=C(C=CC=C1)O